FC1=C(C(=O)N([C@H]2CNCCC2)C2=NC=CC3=CC=CC(=C23)C)C=CC(=C1)C1=NNC2=C1CNCC2 (R)-2-fluoro-N-(8-methylisoquinolin-1-yl)-N-(piperidin-3-yl)-4-(4,5,6,7-tetrahydro-1H-pyrazolo[4,3-c]pyridin-3-yl)benzamide